[N+](=O)([O-])C1=CC=C(OC(=O)OCCSSCCOC(=O)OC2=CC=C(C=C2)[N+](=O)[O-])C=C1 (2-{[(4-nitrophenoxy)carbonyl]oxy} ethyl) disulfide